rel-(2R,3S,4S,5R)-4-[[3-(3,4-difluorophenyl)-4,5-dimethyl-5-(trifluoromethyl)tetrahydrofuran-2-carbonyl]amino]pyridine-2-carboxamide FC=1C=C(C=CC1F)[C@H]1[C@@H](O[C@]([C@H]1C)(C(F)(F)F)C)C(=O)NC1=CC(=NC=C1)C(=O)N |o1:8,9,11,12|